COC1=C2C(=NC=C1)CNC2 4-Methoxy-5,7-dihydro-6H-pyrrolo[3,4-b]pyridin